boron-silicon-zinc [Zn].[Si].[B]